P(=O)(OC1[C@@H]([C@@H](OC(C[2H])=O)[C@H](OC(C[2H])=O)[C@H](O1)COC(C[2H])=O)NC(C)=O)(O)O 2-acetamido-2-deoxy-3,4,6-tri-O-acetyl-α-d-glucopyranosyl dihydrogen phosphate